O=C1NC(CCC1N1C(C2=CC=C(C=C2C1=O)N1C=CC=CC=C1)=O)=O 1-(2-(2,6-dioxopiperidin-3-yl)-1,3-dioxoisoindol-5-yl)azepine